C(C)(C)(C)OC(N[C@H]1CS(C2=C(N(C1=O)CC1=CC=C(C=C1)Cl)C=C(C(=C2)F)N2N=CC(=C2)C(C)(C)C)(=O)=O)=O.CC(C)(C)[C@@H]2NCCNC2 (2S)-2-(2-methylprop-2-yl)piperazine tert-butyl-N-[(3R)-7-(4-tert-butylpyrazol-1-yl)-5-[(4-chlorophenyl)methyl]-8-fluoro-1,1,4-trioxo-2,3-dihydro-1λ6,5-benzothiazepin-3-yl]carbamate